(2-(tetrahydro-2H-pyran-2-yl)acetyl)-hydrazine-1-carboxylic acid tert-butyl ester C(C)(C)(C)OC(=O)N(N)C(CC1OCCCC1)=O